ClC1=CC=C(C2=C1C=C(O2)F)C(OC2=CC=CC(=N2)C2CCC(CC2)CC2=NC1=C(N2C[C@H]2OCC2)C=C(C=C1)C(=O)O)([2H])[2H] 2-(((1r,4S)-4-(6-((4-chloro-2-fluorobenzofuran-7-yl)methoxy-d2)pyridin-2-yl)cyclohexyl)methyl)-1-(((S)-oxetan-2-yl)methyl)-1H-benzo[d]imidazole-6-carboxylic acid